FC=1C=CC(=NC1)O[C@@H]1CN(CCC1)CC1=CN=C(S1)NC(C)=O (S)-N-(5-((3-((5-fluoropyridin-2-yl)oxy)piperidin-1-yl)methyl)thiazol-2-yl)acetamide